C(#N)C1CC(C1)N1C=C(C=2C1=CN=C(C2)NC(C)=O)C2=NC(=CC(=C2)C(F)(F)F)SC N-(1-((1R,3R)-3-cyanocyclobutyl)-3-(6-(methylthio)-4-(trifluoromethyl)pyridin-2-yl)-1H-pyrrolo[2,3-c]pyridin-5-yl)acetamide